3-METHYL-2-OXINDOLE CC1C(NC2=CC=CC=C12)=O